CNC1CC1.Cl N-cyclopropyl-methylamine hydrochloride